(S)-2-(benzo[d]thiazol-2-ylamino)-4-((2-(3,5-dimethyl-1H-pyrazol-1-yl)ethyl)(4-(5,6,7,8-tetrahydro-1,8-naphthyridin-2-yl)butyl)amino)butanoic acid S1C(=NC2=C1C=CC=C2)N[C@H](C(=O)O)CCN(CCCCC2=NC=1NCCCC1C=C2)CCN2N=C(C=C2C)C